2-((4-((S)-3-(2,4-dichlorophenyl)-2,3-dihydrobenzo[b][1,4]dioxin-5-yl)piperidin-1-yl)methyl)-1-(spiro[2.2]pentan-1-ylmethyl)-1H-benzo[d]imidazole-6-carboxylic acid ClC1=C(C=CC(=C1)Cl)[C@@H]1OC2=C(OC1)C=CC=C2C2CCN(CC2)CC2=NC1=C(N2CC2CC23CC3)C=C(C=C1)C(=O)O